C(C)(C)(C)OC(=O)N1CCN(CC1)C=1C(=NC(=CC1)C(NC)=O)F 4-(2-fluoro-6-(methylcarbamoyl)pyridin-3-yl)piperazine-1-carboxylic acid tert-butyl ester